C(C)(C)(C)OC(=O)N1[C@@H](CC[C@@H]1C)C(=O)O (2S,5S)-1-(tert-butoxycarbonyl)-5-methylpyrrolidine-2-carboxylic acid